6-(tert-butoxy)hexylmethylsilane C(C)(C)(C)OCCCCCC[SiH2]C